2-oxo-1,2-dihydroquinoline-3-carboxamide O=C1NC2=CC=CC=C2C=C1C(=O)N